[7-[4-[[2-[(3R,4R)-3-fluoro-4-(3-methylsulfonylpropionylamino)pyrrolidin-1-yl]-9-methyl-purin-6-yl]amino]-3-methoxy-pyrazol-1-yl]heptyl]carbamic acid tert-butyl ester C(C)(C)(C)OC(NCCCCCCCN1N=C(C(=C1)NC1=C2N=CN(C2=NC(=N1)N1C[C@H]([C@@H](C1)NC(CCS(=O)(=O)C)=O)F)C)OC)=O